[Cl-].[Cl-].[Hf+2].C(CCC)C1=CC=CC1.C(CCC)C1=CC=CC1 bis(n-butylcyclopentadiene) hafnium dichloride